BrC=1C=C2C(=NC1)C(N(C2)C)=O 3-bromo-6-methyl-5,6-dihydro-7H-pyrrolo[3,4-b]pyridin-7-one